3-(3-fluoro-5-(1-(2-(2-fluoro-5-((6-fluoro-4-methyl-1H-indol-5-yl)oxy)phenyl)-1H-imidazol-5-yl)cyclopropyl)phenyl)propanoic acid FC=1C=C(C=C(C1)C1(CC1)C1=CN=C(N1)C1=C(C=CC(=C1)OC=1C(=C2C=CNC2=CC1F)C)F)CCC(=O)O